ClC1=CC=C(N=N1)N1CCC2C1CNCC2 1-(6-Chloropyridazin-3-yl)-2,3,3a,4,5,6,7,7a-octahydropyrrolo[2,3-c]pyridine